BrCC(=O)N1CCC(CC1)NC1=NC=C(C(=N1)C=1C=C(C=CC1)N1C(OCCC1)=O)F 3-[3-[2-[[1-(2-bromoacetyl)-4-piperidyl]amino]-5-fluoro-pyrimidin-4-yl]phenyl]-1,3-oxazinan-2-one